BrC=1C=C(N)C=C(C1)S(=O)(=O)C1OCCC1 3-Bromo-5-((tetrahydrofuran-2-yl)sulfonyl)aniline